ClC1=NC2=CC(=C(C=C2C(=C1F)Cl)OC)OC 2,4-dichloro-3-fluoro-6,7-dimethoxy-quinoline